OC[C@H]1CO[C@@H](CN1)C(=O)NC(C)(C)C1=CC=CC2=CC=CC=C12 (2S,5S)-5-(hydroxymethyl)-N-(2-(naphthalen-1-yl)propan-2-yl)morpholine-2-carboxamide